ClC1=C(C=C(C=C1)[C@@H]1C(CN(CC1)C1=CC(=C(N)C=C1F)OC)(F)F)C (R)-4-(4-(4-chloro-3-methylphenyl)-3,3-difluoropiperidin-1-yl)-5-fluoro-2-methoxyaniline